ClC=1C=C(C=CC1)C(C(C(C)C)N(C([O-])=O)[C@H](C(=O)N[C@@H](C[C@H]1C(NCC1)=O)C(C(=O)NCC)O)CC1=CC=CC=C1)(F)F 1-(3-Chlorophenyl)-1,1-difluoro-3-methylbutan-2-yl((2S)-1-(((2S)-4-(ethylamino)-3-hydroxy-4-oxo-1-((S)-2-oxopyrrolidin-3-yl)butan-2-yl)amino)-1-oxo-3-phenylpropan-2-yl)carbamate